3,3-diaminobenzidin NC1(CC(=CC=C1N)C1=CC=C(N)C=C1)N